1-bromo-3-chloro-5-chlorobenzene BrC1=CC(=CC(=C1)Cl)Cl